C(C)(C)(C)N(C(O)=O)[C@H](C(N1CCN(CC1)CC(F)(F)F)=O)C.N[C@H](C(=O)N1CCN(CC1)CC(F)(F)F)C (S)-2-amino-1-(4-(2,2,2-trifluoroethyl)piperazin-1-yl)propan-1-one Tert-butyl-(S)-(1-oxo-1-(4-(2,2,2-trifluoroethyl)piperazin-1-yl)propan-2-yl)carbamate